N-Benzyl-6-(3,5-dichlorophenyl)-N,2,4-trimethyl-7-oxo-6-azabicyclo[3.2.1]oct-3-ene-8-carboxamide C(C1=CC=CC=C1)N(C(=O)C1C2C(C=C(C1N(C2=O)C2=CC(=CC(=C2)Cl)Cl)C)C)C